2-(8-(2-oxa-8-azaspiro[4.5]dec-8-yl)pyrido[2,3-d]pyridazin-5-yl)-5-(trifluoromethyl)phenol C1OCCC12CCN(CC2)C=2N=NC(=C1C2N=CC=C1)C1=C(C=C(C=C1)C(F)(F)F)O